3-(((3-Phenylpyridin-2-yl)amino)methyl)pyrrolidine-1-carbonitrile C1(=CC=CC=C1)C=1C(=NC=CC1)NCC1CN(CC1)C#N